m-xylylene oxide C12=CC(=CC=C1)COC2